CC(C(=O)O)(C)C1=CC(=CC(=C1)CCN[C@@H]([C@H]1CNC2=C(N1)N=CC=C2)C2=CC=CC=C2)C 2-methyl-2-(3-methyl-5-(2-(((R)-phenyl((R)-1,2,3,4-tetrahydropyrido[2,3-b]pyrazin-3-yl)methyl)amino)ethyl)phenyl)propanoic acid